N-(4-hydroxybenzyl)acrylamide OC1=CC=C(CNC(C=C)=O)C=C1